9,9'-(4-(3-(2,6-diphenylpyridin-3-yl)phenyl)pyridine-2,5-diyl)bis(N3,N3,N6,N6-tetraphenyl-9H-carbazole-3,6-diamine) C1(=CC=CC=C1)C1=NC(=CC=C1C=1C=C(C=CC1)C1=CC(=NC=C1N1C2=CC=C(C=C2C=2C=C(C=CC12)N(C1=CC=CC=C1)C1=CC=CC=C1)N(C1=CC=CC=C1)C1=CC=CC=C1)N1C2=CC=C(C=C2C=2C=C(C=CC12)N(C1=CC=CC=C1)C1=CC=CC=C1)N(C1=CC=CC=C1)C1=CC=CC=C1)C1=CC=CC=C1